FC1=C(C=C(C=C1)O)S(=O)(=O)C 4-fluoro-3-methylsulfonyl-phenol